C(C)C1=CC=C(C=C1)C=1C(=CN2C1C(C=1C=CC=CC21)=O)C2OCCC2 1-(4-ethylphenyl)-2-(tetrahydrofuran-2-yl)-9H-pyrrolo[1,2-a]indol-9-one